vinylcreosol C(=C)COC=1C(=CC=C(C1)C)O